C(C1=CC=CC=C1)OC(=O)C=1C=C(C=C(C1)C1=CC=C(C=C1)OCC(NCCOCCOCCOCCOCCC(=O)O)=O)OCC(NCCOCCOCCOCCOCCC(=O)O)=O 1,1'-((5-((Benzyloxy)carbonyl)-[1,1'-biphenyl]-3,4'-diyl)bis(oxy))bis(2-oxo-6,9,12,15-tetraoxa-3-azaoctadecane-18-oic acid)